1-methyl-3-(2-chloro-4-pyrimidyl)4-chloroindole CN1C=C(C2=C(C=CC=C12)Cl)C1=NC(=NC=C1)Cl